COC(=O)C=1C(=CC=CC1)C1=C(C(=CC(=C1)CC1=NC=CC=C1)C1=CC=CC=C1)C(=O)OC 5'-(pyridin-2-ylmethyl)-[1,1':3',1''-terphenyl]-2,2'-dicarboxylic acid dimethyl ester